C(C1=CC=CC=C1)(=O)C1=CN=C(O1)N1CCN(CC1)C(=O)OCC1C2=CC=CC=C2C=2C=CC=CC12 9H-fluoren-9-ylmethyl 4-(5-benzoyl-1,3-oxazol-2-yl)piperazine-1-carboxylate